2-[4-amino-2-[(ethylamino)methyl]-7-(1H-pyrazol-5-yl)-1H-imidazo[4,5-c]quinolin-1-yl]ethan-1-ol NC1=NC=2C=C(C=CC2C2=C1N=C(N2CCO)CNCC)C2=CC=NN2